C(C)OCOCC\C=C/CC[Mg]Cl (3Z)-6-(ethoxymethoxy)-3-hexenyl-magnesium chloride